C(#N)C1=CC=CC(=N1)S(=O)(=O)NC=1C=CC=C2C=CC=NC12 6-cyano-N-(quinolin-8-yl)pyridine-2-sulfonamide